BrC=1C=CC(=C(C(=O)OC)C1)CSC1=CC(=C(C=C1)OC)OC methyl 5-bromo-2-(((3,4-dimethoxyphenyl)thio)methyl)benzoate